2-(1-((2-(benzyloxy)ethyl)amino)cyclopropyl)ethyl benzoate hydrochloride Cl.C(C1=CC=CC=C1)(=O)OCCC1(CC1)NCCOCC1=CC=CC=C1